6-chloro-7-fluoro-4-oxo-3,4-dihydro-2H-1-benzopyran-2-carboxylic acid ClC=1C(=CC2=C(C(CC(O2)C(=O)O)=O)C1)F